2-[4-(Methylamino)phenyl]-N-[(3S)-2-oxo-5-phenyl-1,3-dihydro-1,4-benzodiazepin-3-yl]pyrazolopyrimidine-3-carboxamide CNC1=CC=C(C=C1)N1N=C2C=NC=NC2=C1C(=O)N[C@@H]1C(NC2=C(C(=N1)C1=CC=CC=C1)C=CC=C2)=O